N-(5-(3,4-Difluorophenoxy)-2-(1,3,4-oxadiazol-2-yl)phenyl)-1-methyl-5-oxopyrrolidine-2-carboxamide FC=1C=C(OC=2C=CC(=C(C2)NC(=O)C2N(C(CC2)=O)C)C=2OC=NN2)C=CC1F